NC1=NC=NN2C1=C(C=C2[C@@H]2O[C@@H]([C@H]([C@H]2O)O)COC2=CC=C1C=CC(=NC1=C2)NC)Cl (2S,3R,4S,5R)-2-(4-amino-5-chloropyrrolo[2,1-f][1,2,4]triazin-7-yl)-5-(((2-(methylamino)quinolin-7-yl)oxy)methyl)tetrahydrofuran-3,4-diol